4-(5-((9-(Pyridin-4-ylmethyl)-2,9-diazaspiro[5.5]undecan-2-yl)sulfonyl)pyridin-2-yl)morpholine N1=CC=C(C=C1)CN1CCC2(CCCN(C2)S(=O)(=O)C=2C=CC(=NC2)N2CCOCC2)CC1